O1[C@H](CC1)CN1C(NC2=NC=C(C=C21)C2=CC(=CC=C2)C(F)(F)F)=O R-1-(oxetan-2-ylmethyl)-6-[3-(trifluoromethyl)phenyl]-3H-imidazo[4,5-b]pyridin-2-one